ClN(C=1C(=C(C(=CC1)C1=CC=C(N)C=C1)N)N)Cl dichlorobenzidinediamine